5-[(S)- or (R)-1-(2-Fluoro-6-methyl-phenyl)-3-methylpyrrolidin-3-yl]-2-methyl-7-(2-trifluoromethyl-benzyl)-2,4,5,7-tetrahydro-pyrazolo[3,4-d]pyrimidin-6-one FC1=C(C(=CC=C1)C)N1C[C@@](CC1)(C)N1C(N(C=2C(C1)=CN(N2)C)CC2=C(C=CC=C2)C(F)(F)F)=O |o1:10|